CC1=C(N=NN1C1=CC=CC=C1)C(=O)NC1=CC=C(C=C1)OC1=CC(=NC=C1)C(=O)N1CCCC1 5-methyl-1-phenyl-N-(4-((2-(pyrrolidine-1-carbonyl)pyridin-4-yl)oxy)phenyl)-1H-1,2,3-triazole-4-carboxamide